ClC=1C=C(C=CC1)C1=NN=C(S1)N1OCC2=C1C=CC=C2 N-(5-(3-chlorophenyl)-1,3,4-thiadiazol-2-yl)benzo[c]isoxazole